CN1C(N(C2=C1C=C(C=C2C2CCN(CC2)C(=O)OC(C)(C)C)OS(=O)(=O)C(F)(F)F)C)=O tert-butyl 4-[1,3-dimethyl-2-oxo-6-(trifluoromethylsulfonyloxy)benzimidazol-4-yl]piperidine-1-carboxylate